CN(C1=CC=C(C=C1)NC(=O)C1=CC2=C(NC(=N2)C2=CC=C(C=C2)N(C)C)C=C1)C 2-(4-dimethylamino-phenyl)-1H-benzimidazole-5-carboxylic acid (4-dimethylamino-phenyl)-amide